((R)-1-(2-fluoroethyl)-2,2-dimethylpiperidin-4-yl)-4-azaspiro[2.5]octane-7-carboxamide FCCN1C(C[C@@H](CC1)C1CC12NCCC(C2)C(=O)N)(C)C